FC1=C(OC2=C(C(=O)N)C=CC=N2)C=CC(=C1)CC(NC1=NN2C(C=CC=C2C(F)(F)F)=N1)=O 2-(2-fluoro-4-(2-oxo-2-((5-(trifluoro-methyl)-[1,2,4]-triazolo[1,5-a]-pyridin-2-yl)amino)-ethyl)phenoxy)-nicotinamide